BrC=1SC2=C(N1)C=C(C(=C2C2=CC=C(C=C2)Cl)[C@@H](C(=O)OCC)OC(C)(C)C)C ethyl (S)-2-(2-bromo-7-(4-chlorophenyl)-5-methylbenzo[d]thiazol-6-yl)-2-(tert-butoxy)acetate